FC=1C(=CC=2C3=C(NC(C2C1)=O)COC[C@@H]3N(C(=O)C3(CCCCC3)O)C)F (R)-N-(8,9-difluoro-6-oxo-1,4,5,6-tetrahydro-2H-pyrano[3,4-c]isoquinolin-1-yl)-1-hydroxy-N-methylcyclohexane-1-carboxamide